[La].CC(C(C(C(C)(C)C)=O)=O)CCC.CC(C(C(C(C)(C)C)=O)=O)CCC.CC(C(C(C(C)(C)C)=O)=O)CCC tri(tetramethyl-heptanedione) lanthanum